3-(4-(2-Chlorophenyl)piperazin-1-yl)-4-cyanobenzo[d]isoxazole ClC1=C(C=CC=C1)N1CCN(CC1)C1=NOC2=C1C(=CC=C2)C#N